C(C1=CC=C(C=C1)N=C=O)C1=CC=C(C=C1)N=C=O 4,4'-methylenedi-phenyl diisocyanate